7-methyl-4-((4-methylphenyl)ethynyl)-7H-pyrrolo[2,3-d]Pyrimidine-6-carboxylic acid CN1C(=CC2=C1N=CN=C2C#CC2=CC=C(C=C2)C)C(=O)O